4-phenyl-2,3,4,5-tetrahydrobenzo[f][1,4]oxazepine C1(=CC=CC=C1)N1CCOC2=C(C1)C=CC=C2